N=1C(=NN2C1C=CC=C2)C2=C1C=C(N=CC1=C(N=C2)NC([2H])([2H])[2H])NC(=O)C2C(C2)F N-(5-([1,2,4]triazolo[1,5-a]pyridin-2-yl)-8-((methyl-d3)amino)-2,7-naphthyridin-3-yl)-2-fluorocyclopropane-1-carboxamide